4-AMINO-ISOTHIAZOLE-3-CARBOXYLIC ACID NC=1C(=NSC1)C(=O)O